(R)-8-(2-fluoro-4-(trifluoromethyl)phenyl)-2,3-dimethyl-6-(5-(1-methyl-1H-pyrazol-4-yl)-4-oxa-7-azaspiro[2.5]octan-7-yl)pyrido[3,4-d]pyrimidin-4(3H)-one FC1=C(C=CC(=C1)C(F)(F)F)C1=NC(=CC2=C1N=C(N(C2=O)C)C)N2C[C@H](OC1(CC1)C2)C=2C=NN(C2)C